(Butylimino)diethanol C(CCC)N(CCO)CCO